[4-(difluoromethoxy)phenyl]-[4-(2-tetrahydropyran-4-yl-3H-imidazo[4,5-b]pyridin-7-yl)-1-piperidyl]methanone FC(OC1=CC=C(C=C1)C(=O)N1CCC(CC1)C1=C2C(=NC=C1)NC(=N2)C2CCOCC2)F